tert-butyl (1-(4-((4-(2-(4-((1s,3s)-3-(1,3-dioxoisoquinolin-2-yl) cyclobutaneOxy)phenyl)propan-2-yl)phenoxy)methyl)pyrimidin-2-yl)-3-methylazetidin-3-yl)carbamate O=C1N(C(CC2=CC=CC=C12)=O)C1CC(C1)OC1=CC=C(C=C1)C(C)(C)C1=CC=C(OCC2=NC(=NC=C2)N2CC(C2)(C)NC(OC(C)(C)C)=O)C=C1